2-Amino-6-(2-methoxy-4-(pyrrolidin-1-ylmethyl)benzyl)-4-((2-methoxyethyl)amino)pyridin NC1=NC(=CC(=C1)NCCOC)CC1=C(C=C(C=C1)CN1CCCC1)OC